CN1[C@H]2CN([C@@H](C1)C2)C2=CC=C1N=CC(=NC1=C2)C=2C=NN(C2)C2CC(C2)CCCNC(OC(C)(C)C)=O tert-butyl (3-(3-(4-(7-((1R,4R)-5-methyl-2,5-diazabicyclo[2.2.1]heptan-2-yl)quinoxalin-2-yl)-1H-pyrazol-1-yl)cyclobutyl)propyl)carbamate